corrinone C12C(CC(=N1)C=C1CCC(=N1)C=C1CCC(=N1)C=C1CCC2N1)=O